C1(=CC=CC=C1)C=1C2C3C=CC(C2C1CCC)C3 3-phenyl-4-n-propyltricyclo[4.2.1.02,5]non-3,7-diene